4-methoxy-3-(trifluoromethyl)benzamide COC1=C(C=C(C(=O)N)C=C1)C(F)(F)F